F\C(\C(=O)NC=1C=C2C(=NC=NC2=CC1OC)NC1=C(C=C(C(=C1)C)OC1=CC2=C(N(C=N2)C)C=C1)OC)=C\[C@@H]1N(CCC1)C (R,E)-2-Fluoro-N-(7-methoxy-4-((2-methoxy-5-methyl-4-((1-methyl-1H-benzo[d]imidazole-5-yl)oxy)phenyl)amino)quinazolin-6-yl)-3-(1-methylpyrrolidin-2-yl)acrylamide